2-(10-phenyl-9-anthracenyl)-benzo[b]naphtho[2,3-d]furan C1(=CC=CC=C1)C1=C2C=CC=CC2=C(C2=CC=CC=C12)C1=CC2=C(OC3=C2C=C2C=CC=CC2=C3)C=C1